2,6-diazaspiro[3.4]-octane-2-carboxylate C1N(CC12CNCC2)C(=O)[O-]